CN(S(=O)(=O)C)C1=CC(=CC=C1)CNC1=NC(=NC=C1C(F)(F)F)NC=1C=NC(=CC1)S(=O)(=O)C N-methyl-N-[3-({[2-{[6-(methylsulfonyl)pyridin-3-yl]amino}-5-(trifluoromethyl)pyrimidin-4-yl]amino}methyl)phenyl]methanesulfonamide